N1=NNC2=C1C=CC=C2 Aza-Benzimidazol